3-(1H-indol-3-yl)cyclohex-2-enone N1C=C(C2=CC=CC=C12)C1=CC(CCC1)=O